(5R)-6-(7-Chloro-4-fluoro-1H-benzo[d]imidazole-2-carbonyl)-5-methyl-5,6,7,8-tetrahydro-1,6-naphthyridine-8-carboxamide ClC1=CC=C(C2=C1NC(=N2)C(=O)N2[C@@H](C=1C=CC=NC1C(C2)C(=O)N)C)F